Tert-butyl N-[3-[[3-(benzyloxycarbonylamino)-2-hydroxypropyl]amino]-2-hydroxy-propyl]carbamate C(C1=CC=CC=C1)OC(=O)NCC(CNCC(CNC(OC(C)(C)C)=O)O)O